C(C1=CC=CC=C1)OC(=O)NC[C@@H](C(=O)OC)NC(=O)OC(C)(C)C methyl (2S)-3-(benzyloxycarbonylamino)-2-(tert-butoxycarbonylamino)propanoate